COC=1C=C2C(=C(NC(C2=CC1OC)=O)C1=CC=CC=C1)C1=CC=CC=C1 6,7-dimethoxy-3,4-diphenylisoquinolin-1(2H)-one